3-[4-(2,3-epoxypropoxy)phenyl]propionic acid methyl ester COC(CCC1=CC=C(C=C1)OCC1CO1)=O